ClCCCSC=1C=C(C=CC1)O 3-((3-chloropropyl)thio)phenol